3-cyclopropyl-7-methyl-2-(4-(methylsulfonyl)phenyl)-5-(4-((6-(tetrahydro-2H-pyran-4-yl)-2,6-diazaspiro[3.3]heptan-2-yl)methyl)phenyl)-3H-imidazo[4,5-b]pyridine C1(CC1)N1C(=NC=2C1=NC(=CC2C)C2=CC=C(C=C2)CN2CC1(C2)CN(C1)C1CCOCC1)C1=CC=C(C=C1)S(=O)(=O)C